(2-cyclobutyl-6-(5-(hydroxymethyl)-1-methyl-1H-1,2,3-triazol-4-yl) pyridin-3-yloxy) cyclohexane-1-carboxylate C1(CCCCC1)C(=O)OOC=1C(=NC(=CC1)C=1N=NN(C1CO)C)C1CCC1